4-{2,6-Dioxo-4-[4-(trifluoromethyl)phenyl]-3,6-dihydropyrimidin-1(2H)-yl}-5-fluoro-2-(2-methylphenoxy)benzonitrile O=C1N(C(C=C(N1)C1=CC=C(C=C1)C(F)(F)F)=O)C1=CC(=C(C#N)C=C1F)OC1=C(C=CC=C1)C